FC=1C=C2C(=C(NC2=CC1)C(=O)OCC(C)C)C=1N=NN(C1)CC1CCN(CC1)CCNS(=O)(=O)C1=CC=C(C=C1)OC1=CC=CC=C1 isobutyl 5-fluoro-3-(1-((1-(2-((4-phenoxyphenyl)sulfonamido)ethyl)piperidin-4-yl)methyl)-1H-1,2,3-triazol-4-yl)-1H-indole-2-carboxylate